NC1=CC=CC(=N1)S(=O)(=O)NC(=O)C=1C(=NC(=CC1)N1N=CC=C1)OC1=C(C=C(C=C1C)C)C N-[(6-Amino-2-pyridyl)sulfonyl]-6-pyrazol-1-yl-2-(2,4,6-trimethylphenoxy)pyridin-3-carboxamid